N1(N=NC2=C1N=CC=C2)NC(=O)N (7-azabenzotriazol-1-yl)urea